BrCC1(COC1)\C=N\S(=O)C(C)(C)C (NE)-N-[[3-(bromomethyl)oxetan-3-yl]methylene]-2-methyl-propane-2-sulfinamide